(P)-1-(4-bromo-5-fluoro-2-methoxyphenyl)-N-(2,4-dimethoxybenzyl)-7-fluoro-N-(isoxazol-3-yl)-2-oxo-1,2-dihydroquinoline-6-sulfonamide BrC1=CC(=C(C=C1F)N1C(C=CC2=CC(=C(C=C12)F)S(=O)(=O)N(C1=NOC=C1)CC1=C(C=C(C=C1)OC)OC)=O)OC